7-(Isoxazol-5-yl)-3-((2-carboxyethyl)amino)benzo[e][1,2,4]triazine-1,4-dioxide O1N=CC=C1C1=CC2=C([N+](=C(N=[N+]2[O-])NCCC(=O)O)[O-])C=C1